4-[3-[3-[4-[4-amino-3-(4-phenoxyphenyl)pyrazolo[3,4-d]pyrimidin-1-yl]-1-piperidyl]azetidin-1-yl]azetidin-1-yl]-2-(2,6-dioxo-3-piperidyl)isoindoline-1,3-dione NC1=C2C(=NC=N1)N(N=C2C2=CC=C(C=C2)OC2=CC=CC=C2)C2CCN(CC2)C2CN(C2)C2CN(C2)C2=C1C(N(C(C1=CC=C2)=O)C2C(NC(CC2)=O)=O)=O